ClC1=NC(=NC(=N1)Cl)C1=CC=C(N(CC)CC)C=C1 4-(4,6-dichloro-1,3,5-triazin-2-yl)-N,N-diethylaniline